ClC=1C=C(C=CC1)C(C12CC(C1)(C2)C(=O)O)F 3-((3-chlorophenyl)fluoromethyl)bicyclo[1.1.1]pentane-1-carboxylic acid